tert-Butyl (3S,4R)- and (3R,4S)-3-amino-4-(hydroxymethyl)pyrrolidine-1-carboxylate N[C@@H]1CN(C[C@H]1CO)C(=O)OC(C)(C)C |r|